N1=CC(=CC2=CC=CC=C12)N[C@@H](C)C(=O)O 3-quinolyl-alanine